N1=CN=C(C2=C1NC=C2)C=2C=NN(C2)C2(CC(C2)N2CCN(CC2)C(=O)C2=NC(=NC=C2)C(F)(F)F)CC#N [trans-1-[4-(7H-pyrrolo[2,3-d]-pyrimidin-4-yl)-1H-pyrazol-1-yl]-3-(4-{[2-(trifluoro-methyl)pyrimidin-4-yl]carbonyl}-piperazin-1-yl)-cyclobutyl]acetonitrile